FC1=CC(=C(C(=C1)C(C)C)CC(=O)NS(=O)(=O)C1=NN(C=C1)C(C)C)C(C)C 2-(4-fluoro-2,6-diisopropylphenyl)-N-(1-isopropyl-1H-pyrazol-3-ylsulfonyl)acetamide